2-(1-(1-(5-ethylpyrimidin-2-yl)piperidin-4-yl)ethoxy)-6-(pyridin-4-yl)imidazo[2,1-b][1,3,4]thiadiazol C(C)C=1C=NC(=NC1)N1CCC(CC1)C(C)OC1=NN2C(S1)=NC(=C2)C2=CC=NC=C2